C1N(CC12CCOCC2)CC2=CC(=C(C=C2)C=2C=C1C(=CC=NC1=CC2)NC=2C=CC1=C(N=CS1)C2)F N-(6-(4-((7-oxa-2-azaspiro[3.5]nonan-2-yl)methyl)-2-fluorophenyl)quinolin-4-yl)benzo[d]thiazol-5-amine